tert-butyl-6-(2-(((2-bromopyridin-4-yl)amino) methyl)-6-cyclopropylimidazo[1,2-a]pyridin-8-yl)-2,6-diazaspiro[3.3]heptane-2-carboxylate C(C)(C)(C)OC(=O)N1CC2(C1)CN(C2)C=2C=1N(C=C(C2)C2CC2)C=C(N1)CNC1=CC(=NC=C1)Br